ClC1=C(C=C(C=C1)N1CC2=CNC(C=C2CC1)=O)C(F)(F)F N-(4-chloro-3-(trifluoromethyl)phenyl)-6-oxo-3,4,6,7-tetrahydro-2,7-naphthyridine